OCCC=C(C(=O)O)C.C(C(=C)C)(=O)OC methyl methacrylate (2-hydroxyethyl methacrylate)